5-hydroxy-2,2-dimethyl-2H-benzopyran-6-carbaldehyde OC1=C(C=CC2=C1C=CC(O2)(C)C)C=O